C1(CC1)OC=1C(=NC(=CC1)C=O)C(=O)O 3-CYCLOPROPOXY-6-FORMYLPICOLINIC ACID